FC(C1=CC(=NO1)/C=C/C1CC2(CN(C2)C(C=C)=O)C1)(F)F 1-{6-[(E)-2-[5-(trifluoromethyl)-1,2-oxazol-3-yl]vinyl]-2-azaspiro[3.3]hept-2-yl}prop-2-en-1-one